C(CCCCC)[NH2+]CC[NH3+] N-hexylethylenediaminium